5-[3-(propylsulfanylmethyl)-azetidine-1-carbonyl]-4-(trifluoromethyl)-2-[4-(trifluoromethyl)phenyl]benzonitrile C(CC)SCC1CN(C1)C(=O)C=1C(=CC(=C(C#N)C1)C1=CC=C(C=C1)C(F)(F)F)C(F)(F)F